C(CCCCCCCCCCC)CC(C)OC dodecyl-2-methoxypropan